{3-[(3S,4S)-4-amino-3-methyl-2-oxa-8-azaspiro[4.5]dec-8-yl]-5-methyl-6-(1-methyl-1H-indol-2-yl)pyrazin-2-yl}methanol N[C@@H]1[C@@H](OCC12CCN(CC2)C=2C(=NC(=C(N2)C)C=2N(C1=CC=CC=C1C2)C)CO)C